4-bromo-N-(3-methoxypropyl)pyridin-2-amine BrC1=CC(=NC=C1)NCCCOC